(4-(4-amino-7-(1-isobutyrylpiperidin-4-yl)pyrrolo[2,1-f][1,2,4]triazin-5-yl)phenyl)-6-methyl-5-(1-methyl-1H-pyrazol-4-yl)-2-oxo-2H-[1,3'-bipyridine]-3-carboxamide NC1=NC=NN2C1=C(C=C2C2CCN(CC2)C(C(C)C)=O)C2=CC=C(C=C2)C2=C(C(N(C(=C2C=2C=NN(C2)C)C)C=2C=NC=CC2)=O)C(=O)N